C(C)(C)(C)OC(CC[C@@H](C(=O)N)N1C(C2=CC=C(C=C2C1)C(N[C@@H](C(F)(F)F)C1=NC=C(C=C1Cl)Cl)=O)=O)=O (S)-5-amino-4-(5-(((R)-1-(3,5-dichloropyridin-2-yl)-2,2,2-trifluoroethyl)carbamoyl)-1-oxoisoindolin-2-yl)-5-oxopentanoic acid tert-butyl ester